N-(2-(7-chloro-5-methylpyrrolo[2,1-f][1,2,4]triazin-4-yl)-2-azaspiro[3.3]heptan-6-yl)-N-(cyclopropylmethyl)sulfamide ClC1=CC(=C2C(=NC=NN21)N2CC1(C2)CC(C1)N(S(=O)(=O)N)CC1CC1)C